4-fluoro-1-isopropyl-2-methyl-6-(4-(1-methyl-1H-pyrazol-4-yl)-1H-pyrrolo[2,3-b]pyridin-3-yl)-1H-benzo[d]imidazole FC1=CC(=CC=2N(C(=NC21)C)C(C)C)C2=CNC1=NC=CC(=C12)C=1C=NN(C1)C